FC(C(=O)N[C@@H]1CCCC=2C(=CN=CC12)C1=CC2=C(N(C(OC2)=C=O)C)C=C1)(F)F (R)-2,2,2-trifluoro-N-(4-(1-methyl-2-carbonyl-1,4-dihydro-2H-benzo[d][1,3]oxazin-6-yl)-5,6,7,8-tetrahydroisoquinolin-8-yl)acetamide